BrC=1C(=NC(=NC1)NC=1C(=NN(C1)C1CCN(CC1)C)C)NCCCN(C(=O)C1CCC1)C N-(3-((5-bromo-2-((3-methyl-1-(1-methylpiperidin-4-yl)-1H-pyrazol-4-yl)amino)pyrimidin-4-yl)amino)propyl)-N-methylcyclobutanecarboxamide